COCC=1N=C2N(N=CC(=C2)C)C(C1)=O (methoxymethyl)-8-methyl-4H-pyrimido[1,2-b]pyridazin-4-one